C(C)(C)(C)OC(N[C@H]1C/C=C/[C@H](C(NC=2C=NN(C2C=2C=CC=C1N2)C)=O)C)=O N-[(9R,10E,13S)-3,9-dimethyl-8-oxo-3,4,7,18-tetraazatricyclo[12.3.1.02,6]Octadeca-1(18),2(6),4,10,14,16-hexaen-13-yl]Carbamic acid tert-butyl ester